BrC=1C(=C(C=C(C1I)F)Cl)C1(CC1)C 3-bromo-1-chloro-5-fluoro-4-iodo-2-(1-methylcyclopropyl)benzene